[[2-[(2R,5S)-2-(1H-indazol-4-yl)-5-methyl-1-piperidyl]-2-oxo-acetyl]amino]-2-methoxy-pyridine-3-carboxamide N1N=CC2=C(C=CC=C12)[C@@H]1N(C[C@H](CC1)C)C(C(=O)NC1=C(C(=NC=C1)OC)C(=O)N)=O